tert-butyl 4-(4-amino-3-fluorophenoxy)-5,6-dihydropyrido[3,4-d]pyrimidine-7(8H)-carboxylate NC1=C(C=C(OC=2C3=C(N=CN2)CN(CC3)C(=O)OC(C)(C)C)C=C1)F